4-((2-(4-isopropylpiperidin-1-yl)pyrimidin-5-yl)amino)piperidine-1-carboxylic acid tert-butyl ester C(C)(C)(C)OC(=O)N1CCC(CC1)NC=1C=NC(=NC1)N1CCC(CC1)C(C)C